acryloyloxytridecyl-trimethoxysilane C(C=C)(=O)OCCCCCCCCCCCCC[Si](OC)(OC)OC